FC(C(C(C(C(C(C(C(C(F)(F)F)(F)F)(F)F)(F)F)(F)F)(F)F)(F)F)(F)F)(S(=O)(=O)O)F perfluorononansulfonic acid